C(C)OC(=O)C1=C(N(C(C=2C=C(C(=NC12)O)C)=O)C1=C(C(=CC=C1C)OCOC)C)N 7-Amino-2-hydroxy-6-(3-(methoxymethoxy)-2,6-dimethylphenyl)-3-methyl-5-oxo-5,6-dihydro-1,6-naphthyridine-8-carboxylic acid ethyl ester